1-(2-fluorobenzoyl)-N-[(4-fluorophenyl)methyl]-3-[3-(trifluoromethyl)azetidin-2-yl]-1H-pyrazol-5-amine FC1=C(C(=O)N2N=C(C=C2NCC2=CC=C(C=C2)F)C2NCC2C(F)(F)F)C=CC=C1